C(CCC)C1=CC(=CC(N1)=S)C(F)(F)F 6-butyl-4-trifluoromethylpyridine-2(1H)-thione